Cl.NC[C@@H](C)NC(=O)C1=CN(CCS1)C1=C2C(=NC=C1)NC=C2 (R)-N-(1-aminopropan-2-yl)-4-(1H-pyrrolo[2,3-b]pyridin-4-yl)-3,4-dihydro-2H-1,4-thiazine-6-carboxamide hydrochloride